(S)-3-(3-chlorophenyl)-1-(1-(7,8-difluoro-1-oxo-1,2-dihydroisoquinolin-4-yl)ethyl)-1-(methyl-d3)urea ClC=1C=C(C=CC1)NC(N(C([2H])([2H])[2H])[C@@H](C)C1=CNC(C2=C(C(=CC=C12)F)F)=O)=O